tri-i-propyl-1,1-biphenyl C(C)(C)C1=C(C(=C(C=C1)C1=CC=CC=C1)C(C)C)C(C)C